BrC1=CC=C(C=C1)N(C1=CC=C(C=C1)C1=CC=C(C=C1)N(CC)C1=CC=C(C=C1)Br)CC N4,N4'-bis(4-bromophenyl)-N4,N4'-diethyl-[1,1'-biphenyl]-4,4'-diamine